(4-((5-(8-Cyanoquinolin-5-yl)-3-methyl-5,6-dihydropyrrolo[3,4-c]pyrazol-1(4H)-yl)methyl)bicyclo[2.2.2]oct-1-yl)carbamic acid tert-butyl ester C(C)(C)(C)OC(NC12CCC(CC1)(CC2)CN2N=C(C1=C2CN(C1)C1=C2C=CC=NC2=C(C=C1)C#N)C)=O